2-{[9-(4-Ethylphenyl)nonanoyl](2-methoxyethyl)amino}ethyl dihydrogen phosphate ammonium salt [NH4+].P(=O)(OCCN(CCOC)C(CCCCCCCCC1=CC=C(C=C1)CC)=O)(O)O